NC1=C(SC2=NC(=CC(=C21)C)C)C(=O)NC2CC=1C=C(C(=NC1CC2)N2CC1(C(C2)N)COCCC1)F 3-amino-N-(2-{4-amino-7-oxa-2-azaspiro[4.5]decan-2-yl}-3-fluoro-5,6,7,8-tetrahydroquinolin-6-yl)-4,6-dimethylthieno[2,3-b]pyridine-2-carboxamide